4-{5-(2,4-difluorophenoxy)-2-{[dimethyl(oxo)-λ6-sulfanylidene]amino}-pyridin-4-yl}-6-methyl-1,6-dihydro-7H-pyrrolo[2,3-c]pyridin-7-one FC1=C(OC=2C(=CC(=NC2)N=S(=O)(C)C)C=2C3=C(C(N(C2)C)=O)NC=C3)C=CC(=C1)F